ClC1=CC=C(C=C1)C=1CC[C@@](CC1CN1CCN(CC1)C1=CC=C(C=C1)C(=O)OCC)(C)CN1CCC(CC1)N1CCN(CC1)C(=O)OC(C)(C)C tert-butyl (R)-4-(1-((4'-chloro-6-((4-(4-(ethoxycarbonyl)phenyl)piperazin-1-yl)methyl)-4-methyl-2,3,4,5-tetrahydro-[1,1'-biphenyl]-4-yl)methyl)piperidin-4-yl)piperazine-1-carboxylate